CN(CC#CC(=O)O)C 4-(Dimethylamino)but-2-Ynoic Acid